cyclopropane-1-formonitrile C1(CC1)C#N